isoquinolin-6-yl-1-(cyclohexylmethyl)-1H-indole C1=NC=CC2=CC(=CC=C12)C=1N(C2=CC=CC=C2C1)CC1CCCCC1